4-(2,5-dioxotetrahydro-3-furanyl)-cyclohexane-1,2-dicarboxylic acid anhydride O=C1OC(CC1C1CC2C(CC1)C(=O)OC2=O)=O